FC(C1=CC=C(C[N+]2=C3N(C(C(=C2)C=2C(=NOC2C)C)=O)C=CC=C3)C=C1)(F)F 1-(4-Trifluoromethylbenzyl)-3-(3,5-dimethylisoxazol-4-yl)-4-oxo-4H-pyrido[1,2-a]Pyrimidinium